COC=1C=C(C=C(C1)OC)C1(CCCCC1)C=O 1-(3,5-Dimethoxyphenyl)cyclohexane-1-carbaldehyde